CC=1C(=C(C=CC1N(C1=CC=CC=C1)C1=CC=CC2=CC=CC=C12)C1=CC=C(C=C1)N(C1=CC=CC=C1)C1=CC=CC2=CC=CC=C12)C dimethyl-N4,N4'-bis(naphthalen-1-yl)-N4,N4'-diphenyl-[1,1'-biphenyl]-4,4'-diamine